N1(C=NC2=C1C=CC=C2)C2=COC1=C2C=C(C=C1)OC1=CC=2N(C3=CC=CC=C3C2C=C1)C1=NC=CC(=C1)C(C)(C)C 2-((3-(1H-Benzo[d]imidazol-1-yl)benzofuran-5-yl)oxy)-9-(4-(tert-butyl)pyridin-2-yl)-9H-carbazole